C(#N)C=1C=C2C=C(NC2=CC1)C(=O)N(C)C1C=2C3=C(C(NC2CNC1)=O)C=C(C(=C3)F)F 5-Cyano-N-(8,9-difluoro-6-oxo-1,2,3,4,5,6-hexahydrobenzo[c][1,7]naphthyridin-1-yl)-N-methyl-1H-indole-2-carboxamide